C(C)C=1C(=C2CCCC2=CC1)NC(=O)NS(=O)(=O)C=1SC=C(C1)C(C)(C)O N-(5-ethyl-2,3-dihydro-1H-inden-4-ylcarbamoyl)-4-(2-hydroxypropan-2-yl)thiophene-2-sulfonamide